7-fluoro-3-methyl-6-morpholino-1H-indole-2-carboxylic acid FC=1C(=CC=C2C(=C(NC12)C(=O)O)C)N1CCOCC1